3-bromo-6-methoxyquinoline BrC=1C=NC2=CC=C(C=C2C1)OC